C(C)(C)(C)C1=CC=2C(=NC(=CN2)C(CCC[C@@H](OC)[C@H]2N(C(OC2)(C)C)C(=O)OC(C)(C)C)=O)N1C tert-butyl (4S)-4-[(1R)-5-(6-tert-butyl-5-methyl-pyrrolo[2,3-b]pyrazin-3-yl)-1-methoxy-5-oxo-pentyl]-2,2-dimethyl-oxazolidine-3-carboxylate